6-(4-(4-Fluorophenyl)-1H-imidazol-5-yl)-1-methyl-1H-benzo[d]imidazole FC1=CC=C(C=C1)C=1N=CNC1C=1C=CC2=C(N(C=N2)C)C1